1-(3,3-difluorocyclobutyl)-N-((5-phenyl-1,3,4-thiadiazol-2-yl)methyl)-1H-1,2,3-triazole-4-carboxamide FC1(CC(C1)N1N=NC(=C1)C(=O)NCC=1SC(=NN1)C1=CC=CC=C1)F